5-(4-(1-(4-chlorophenyl)ethyl)-5-methyl-4H-1,2,4-triazol-3-yl)-3-methyl-1H-indazole ClC1=CC=C(C=C1)C(C)N1C(=NN=C1C)C=1C=C2C(=NNC2=CC1)C